C1(=CC=C(C=C1)CNC(C1=CN=C(C(=C1)OC)N1N=CC(=C1)C#N)=O)C1=CC=CC=C1 N-([1,1'-biphenyl]-4-ylmethyl)-6-(4-cyano-1H-pyrazol-1-yl)-5-methoxynicotinamide